FC1(C(C1)[C@H](N1C[C@]2(CCN3N=C(C=C32)C=3C=C(C(=NC3)N)C(F)(F)F)CC1)C1=NC=NN1)F 5-{(3R)-1-[(1S)-2,2-difluorocyclopropyl(1H-1,2,4-triazol-5-yl)methyl]-5',6'-dihydrospiro[pyrrolidine-3,4'-pyrrolo[1,2-b]pyrazol]-2'-yl}-3-(trifluoromethyl)pyridin-2-amine